tert-butyl 2-(3-oxocyclopentyl)-1H-pyrrole-1-carboxylate O=C1CC(CC1)C=1N(C=CC1)C(=O)OC(C)(C)C